2-(((tert-butoxycarbonyl)amino)acetamido)acetic acid C(C)(C)(C)OC(=O)NCC(=O)NCC(=O)O